2-(4-((E)-4-(((1r,3r,5R,7S)-adamantan-2-ylidene)(methoxy)methyl)-3-chloro-2-hydroxystyryl)-3-cyano-5,5-dimethylfuran-2(5H)-ylidene)malononitrile C12C(C3CC(CC(C1)C3)C2)=C(C2=C(C(=C(/C=C/C3=C(C(OC3(C)C)=C(C#N)C#N)C#N)C=C2)O)Cl)OC